1-[4-({2-[(6-methoxy-2-methyl-1,2,3,4-tetrahydroisoquinolin-7-yl)amino]quinazolin-7-yl}-amino)piperidin-1-yl]ethan-1-one COC=1C=C2CCN(CC2=CC1NC1=NC2=CC(=CC=C2C=N1)NC1CCN(CC1)C(C)=O)C